(S)-4-((1r,4R)-4-(3-bromo-2-methylphenoxy)cyclohexyl)-1,1,1-trifluorobutan-2-amine BrC=1C(=C(OC2CCC(CC2)CC[C@@H](C(F)(F)F)N)C=CC1)C